3-(((2s,3s)-3-ethyl-4,4-difluoro-5-oxopyrrolidin-2-yl)methoxy)-5-methoxythieno[3,2-b]pyridine-6-carbonitrile C(C)[C@H]1[C@H](NC(C1(F)F)=O)COC1=CSC=2C1=NC(=C(C2)C#N)OC